C(CCCCCCCC#CC#CC#CC)(=O)O 9,11,13-pentadecantriynoic acid